(3-Chloro-2,4-dimethyl-5,7-dihydropyrrolo[3,4-b]pyridin-6-yl)-[(3R)-1-[6-(difluoromethyl)pyrimidin-4-yl]pyrrolidin-3-yl]methanon ClC=1C(=C2C(=NC1C)CN(C2)C(=O)[C@H]2CN(CC2)C2=NC=NC(=C2)C(F)F)C